N1=CN=C2NC=NC2=C1C=1C(=NC=CC1)NC=1C=C(C=CC1C)NC(C[C@H]1C[C@H](OCC1)C(F)(F)F)=O N-(3-((3-(9H-purin-6-yl)pyridin-2-yl)amino)-4-methylphenyl)-2-((2S,4R)-2-(trifluoromethyl)tetrahydro-2H-pyran-4-yl)acetamide